butyl 2-[3-fluoro-4-(trifluoromethyl)phenyl]-3-(pyridin-4-yl)-6,7-dihydropyrazolo[1,5-a]pyrazine-5(4H)-carboxylate FC=1C=C(C=CC1C(F)(F)F)C1=NN2C(CN(CC2)C(=O)OCCCC)=C1C1=CC=NC=C1